CC1=C(CC=2C(=C(C=C(C2)C)C)O)C=C(C(=C1)O)C [3-(2,5-dimethyl-4-hydroxybenzyl)-2-hydroxy-5-methylphenyl]methane